7-chloro-6-fluoro-3-(2-methoxyethyl)-4,9-dihydro-1H-pyrrolo[3,2-h][2,1,3]benzothiadiazine 2,2-dioxide ClC1=CNC2=C1C(=CC=1CN(S(NC12)(=O)=O)CCOC)F